C(CCCCC)C1=C(C=C(O)C=C1)O 4-hexyl-resorcinol